FC(C(=O)O)(F)F.C[C@]12CC(C[C@](CC1)(N2)C)N(C=2SC1=C(N2)SC(=N1)N1C=NC(=CC1=O)C=1C=NNC1)C 3-(5-{[(1R,3s,5S)-1,5-Dimethyl-8-azabicyclo[3.2.1]octan-3-yl](methyl)amino}[1,3]thiazolo[5,4-d][1,3]thiazol-2-yl)-6-(1H-pyrazol-4-yl)pyrimidin-4(3H)-on Trifluoroacetat